[I-].COC(/C=C/C(=O)OCC[N+](C)(C)C)=O (E)-2-((4-methoxy-4-oxobut-2-enoyl)oxy)-N,N,N-trimethylethanaminium iodide